1-[2-fluoro-6-(morpholin-4-yl)phenyl]Methylamine FC1=C(C(=CC=C1)N1CCOCC1)CN